[Si](C)(C)(C(C)(C)C)OCCCOC1=NN(C(=C1[N+](=O)[O-])C)C1CCC(CC1)OC 3-(3-((tert-butyldimethylsilyl)oxy)propoxy)-1-((1r,4r)-4-methoxycyclohexyl)-5-methyl-4-nitro-1H-pyrazole